CC1(OB(OC1(C)C)C=1C=CC=2N(C1)C=CN2)C 6-(4,4,5,5-tetramethyl-1,3,2-dioxaborolan-2-yl)imidazo[1,2-a]Pyridine